(2R,4S,5R,6R)-6-((1R,2R)-3-(2-(4-ethynylphenyl)acetamido)-1,2-dihydroxypropyl)-2-(hexyloxy)-4-hydroxy-5-(2-hydroxyacetamido)tetrahydro-2H-pyran-2-carboxylic acid C(#C)C1=CC=C(C=C1)CC(=O)NC[C@H]([C@@H](O)[C@H]1[C@@H]([C@H](C[C@@](O1)(C(=O)O)OCCCCCC)O)NC(CO)=O)O